(4-((1R,5S,6r)-3-azabicyclo[3.1.0]hexane-6-carbonyl)piperazin-1-yl)(2-chloro-4-((3-(3-(trifluoromethyl)-1H-pyrazol-4-yl)imidazo[1,2-a]pyrazin-8-yl)amino)phenyl)methanone [C@H]12CNC[C@@H]2C1C(=O)N1CCN(CC1)C(=O)C1=C(C=C(C=C1)NC=1C=2N(C=CN1)C(=CN2)C=2C(=NNC2)C(F)(F)F)Cl